N-benzyl-N,4-dimethyl-2-(2,4,5-trifluoro-3-hydroxyphenyl)thiazole-5-carboxamide C(C1=CC=CC=C1)N(C(=O)C1=C(N=C(S1)C1=C(C(=C(C(=C1)F)F)O)F)C)C